CN1C=C(C=2C1=CN=CC2)C=O (1-methyl-1H-pyrrolo[2,3-c]pyridin-3-yl)methanone